2-fluoro-4-(2-((trifluoromethyl)thio)acetamido)benzamide tert-butyl-4-[[1-[2-(2,6-dioxo-3-piperidyl)-1,3-dioxo-isoindolin-5-yl]-4-piperidyl]methyl]piperazine-1-carboxylate C(C)(C)(C)OC(=O)N1CCN(CC1)CC1CCN(CC1)C=1C=C2C(N(C(C2=CC1)=O)C1C(NC(CC1)=O)=O)=O.FC1=C(C(=O)N)C=CC(=C1)NC(CSC(F)(F)F)=O